CC([C@@H](C(=O)N1[C@@H]([C@H]2[C@H]3C=C[C@@H]([C@H]2C1)C3)C(=O)O)NC(C(F)(F)F)=O)(C)C (1S,3aR,4S,7R,7aS)-2-((S)-3,3-dimethyl-2-(2,2,2-trifluoroacetamido)butanoyl)-2,3,3a,4,7,7a-hexahydro-1H-4,7-methanoisoindole-1-carboxylic acid